FC1=COC2=C1C=CC=C2[C@@H](C)NC=2C1=C(N=C(N2)C)C=NC(=C1)N1C[C@@H](CC1)NC(C)=O N-[(3R)-1-(4-{[(1R)-1-(3-fluoro-1-benzofuran-7-yl)ethyl]amino}-2-methylpyrido[3,4-d]pyrimidin-6-yl)pyrrolidin-3-yl]acetamide